Indoline-2-one hydrochloride Cl.N1C(CC2=CC=CC=C12)=O